NC1=NC(=C(C=2N1C(N(N2)CC2OCCCC2)=O)Br)C2=CC=CC=C2 5-amino-8-bromo-7-phenyl-2-((tetrahydro-2H-pyran-2-yl)methyl)-[1,2,4]triazolo[4,3-c]pyrimidin-3(2H)-one